BrCCCCCC(=O)OC(C(CCC\C=C/CCCCC)OC(CCC\C=C/CCCCC)=O)CCC\C=C/CCCCC.C(=O)(OCC)C=P(C1=CC=CC=C1)(C1=CC=CC=C1)C1=CC=CC=C1 (carbethoxymethylene)-triphenyl-phosphorane (6Z,16Z)-12-((6-bromohexanoyl)oxy)docosa-6,16-dien-11-yl-(Z)-undec-5-enoate